CN(CCCNCCCN(C)C)C N,N-bis[3-(dimethylamino)propyl]amine